CC1=NOC(=C1C1=CC2=C(N(C(=N2)[C@H]2CCC(N2)=O)[C@H]2CN(CC2)S(=O)(=O)C)C=C1)C (R)-5-(5-(3,5-Dimethylisoxazol-4-yl)-1-((R)-1-(methylsulfonyl)pyrrolidin-3-yl)-1H-benzo[d]imidazol-2-yl)pyrrolidin-2-one